2-(4-Oxo-1-phenylcyclohexyl)acetic acid O=C1CCC(CC1)(C1=CC=CC=C1)CC(=O)O